ClC=1SC2=C(N1)C=C(C=C2OC)C(=O)OC methyl 2-chloro-7-methoxy-1,3-benzothiazole-5-carboxylate